[N-](S(=O)(=O)C(F)(F)F)S(=O)(=O)C(F)(F)F.C1(CCCCC1)[N+](C)(C)C cyclohexyltrimethylammonium bis(trifluoromethylsulfonyl)imide salt